C(CCCCCCC)C(CCCCCCCC)OC(CCCCCCCN(CCN1CCN(CC1)C(=O)N1CCN(CC1)CCN(CCCCCCCC(=O)OC(CCCCCCCC)CCCCCCCC)CCCCCC(OCCCCCCCCCCC)=O)CCCCCC(OCCCCCCCCCCC)=O)=O 1-octylnonyl 8-[2-[4-[4-[2-[[8-(1-octylnonoxy)-8-oxo-octyl]-(6-oxo-6-undecoxy-hexyl) amino] ethyl]piperazine-1-carbonyl] piperazin-1-yl]ethyl-(6-oxo-6-undecoxy-hexyl)amino]octanoate